(di-t-butyl-dimethoxy-1,4-phenylene) ether C(C)(C)(C)C1=C(C2=C(C(=C1O2)OC)OC)C(C)(C)C